C(CCCCCCCCC=C)C1=CC2=C(C=C1)OCO2 1-undecylenyl-3,4-methylenedioxybenzene